FC(OC1=CC=C(C=C1)C=1C=C(C(=NC1)C=1N=C2N(C(C1)=O)N(C(=C2)C(F)(F)F)C)S(=O)(=O)CC)F 5-[5-[4-(difluoromethoxy)phenyl]-3-ethylsulfonyl-2-pyridinyl]-1-methyl-2-(trifluoromethyl)pyrazolo[1,5-a]pyrimidin-7-one